4-[2-(2-methoxy-5-{1-phenyl-1H-pyrazolo[4,3-c]quinolin-3-yl}phenoxy)ethyl]morpholine COC1=C(OCCN2CCOCC2)C=C(C=C1)C1=NN(C2=C1C=NC=1C=CC=CC21)C2=CC=CC=C2